OC1=CC(=CC(=C1C1=C(C=CC(=C1)C)C(=C)C)OP(=O)(OC)CCCCCC(=O)OC1CN(C1)C=1N=NC=C(C1)C1=NNC2=CC=C(C=C12)OC(C)C)CCCCC [5-(5-isopropoxy-1H-indazol-3-yl)pyridazin-3-yl]azetidin-3-ol 4-(((6-hydroxy-5'-methyl-4-pentyl-2'-(prop-1-en-2-yl)-[1,1'-biphenyl]-2-yl)oxy)(methoxy)phosphoryl)butyl-acetate